ClC=1N=NC(=CC1NCC1=C(C=CC=C1)O)Cl 2-[[(3,6-dichloropyridazin-4-yl)amino]methyl]phenol